C(C1=CC=CC=C1)N1N=CC2=C(C=C(C=C12)C1=CN(C2=C(N=CC=C21)O)C)NS(=O)(=O)C2CC2 N-(1-benzyl-6-(7-hydroxy-1-methyl-1H-pyrrolo[2,3-c]pyridin-3-yl)-1H-indazol-4-yl)cyclopropanesulfonamide